CC1=CC=C(C=C1)S(=O)(=O)OCC(CNC1=CC2=C(N=C(S2)\C=C\C#CC2=NC=C(N=C2)NC)C=C1)=O (E)-3-((2-(4-(5-(methylamino)pyrazin-2-yl)but-1-en-3-yn-1-yl)benzo[d]thiazol-6-yl)amino)-2-oxopropyl 4-methylbenzenesulfonate